1-(6-(1-Methyl-1H-pyrazol-3-yl)-2,3-dihydro-1H-imidazo[1,2-a]imidazol-1-yl)ethan-1-one CN1N=C(C=C1)C=1N=C2N(CCN2C(C)=O)C1